2,2'-(oxybis(4,1-phenylene))bis(6-(1,4,5,6-tetrahydropyrimidin-2-yl)-1H-indole) O(C1=CC=C(C=C1)C=1NC2=CC(=CC=C2C1)C=1NCCCN1)C1=CC=C(C=C1)C=1NC2=CC(=CC=C2C1)C=1NCCCN1